urethane acrylate C(C=C)(=O)O.NC(=O)OCC